C(C)(=O)C=1C=CC=C2C(N(C(=NC12)C1=CC=CC=C1)C)=O 8-acetyl-3-methyl-2-phenylquinazolin-4(3H)-one